[7-(3-pyrrolidin-1-ylpropoxy)-2,3-dihydrobenzofuran-5-yl]pyrimidine-2,4-diamine N1(CCCC1)CCCOC1=CC(=CC=2CCOC21)C=2C(=NC(=NC2)N)N